FC1=C(C=CC(=C1)C(F)(F)F)COC1C(NC1)C 3-[[2-fluoro-4-(trifluoromethyl)phenyl]methoxy]-2-methyl-azetidine